CC1(C=C(C(N(C1C)C1=CC(=CC=C1)C(F)(F)F)=O)C(=O)NCC=1C=NN(C1)C1=CC=CC=C1)C(=O)NC 5,N5,6-trimethyl-2-oxo-N3-[(1-phenyl-1H-pyrazol-4-yl)methyl]-1-[3-(trifluoromethyl)phenyl]-1,2-dihydropyridine-3,5-dicarboxamide